2-bromo-7-(3-methylazetidin-1-yl)pyrazolo[1,5-a]Pyrimidine-5-carboxylic acid methyl ester COC(=O)C1=NC=2N(C(=C1)N1CC(C1)C)N=C(C2)Br